N=C1NC(C2=CC=CC=C12)=N 1,3-diiminoisoindole